2,7-Dibromo-9,10-dihydro-4H-benzo[d]pyrazolo[1,5-a][1,3]diazepine BrC1=NN2C(NC3=C(CC2)C=C(C=C3)Br)=C1